C(C)(=O)C1=NN(C2=CC=C(C=C12)C=1C=NC(=NC1)C)CC(=O)N1[C@@H](C[C@H](C1)F)C(=O)NC1=NC(=CC=C1)C=1OC=CN1 (2s,4R)-1-(2-(3-Acetyl-5-(2-methylpyrimidin-5-yl)-1H-indazol-1-yl)acetyl)-4-fluoro-N-(6-(oxazol-2-yl)pyridin-2-yl)pyrrolidine-2-carboxamide